N-(2-Chloro-3-{(4S)-2-imino-4-methyl-1-[(2R*,4R*)-2-methyl-tetrahydropyran-4-yl]-6-oxo-hexahydropyrimidin-4-yl}phenyl)-1-methylpyrazole-3-carboxamide hydrochloride Cl.ClC1=C(C=CC=C1[C@]1(NC(N(C(C1)=O)[C@H]1C[C@H](OCC1)C)=N)C)NC(=O)C1=NN(C=C1)C |o1:15,17|